N1-(4-amino-1H-pyrazolo[4,3-c]pyridin-7-yl)-N2-((5-carbamoylpyridin-2-yl)methyl)-N2-(pyrimidin-2-ylmethyl)oxalamide NC1=NC=C(C2=C1C=NN2)NC(C(=O)N(CC2=NC=CC=N2)CC2=NC=C(C=C2)C(N)=O)=O